2,2-dimethyl-4-methylenepentanedioic acid CC(C(=O)O)(CC(C(=O)O)=C)C